N,N'-bis(2-methyl-6-isopropylphenyl)thiourea CC1=C(C(=CC=C1)C(C)C)NC(=S)NC1=C(C=CC=C1C(C)C)C